C1(CCCC1)NC1=CC=C(C=C1)[C@@H]1N(CCC[C@@H]1C(=O)NC1=CC(=C(C=C1)C)C(F)(F)F)C(C1=C(C=CC=C1C)F)=O (2R,3S)-2-[4-(Cyclopentylamino)phenyl]-1-(2-fluoro-6-methylbenzoyl)-N-[4-methyl-3-(trifluoromethyl)phenyl]piperidine-3-carboxamide